Potassium Mellitic Acid C(C1=C(C(=O)O)C(C(=O)O)=C(C(=O)O)C(C(=O)O)=C1C(=O)O)(=O)O.[K]